(R)-N-(4-(2-((1-(5-chloro-6-oxo-1,6-dihydropyridazin-4-yl)pyrrolidin-3-yl)oxy)pyridin-4-yl)-3-fluorophenyl)isobutyramide ClC1=C(C=NNC1=O)N1C[C@@H](CC1)OC1=NC=CC(=C1)C1=C(C=C(C=C1)NC(C(C)C)=O)F